ClC=1C=C2CCCN(C2=CC1)C1CN(C1)C(=O)OC(C)(C)C tert-butyl 3-(6-chloro-3,4-dihydro-2H-quinolin-1-yl)azetidine-1-carboxylate